(1s,4s)-4-(6-bromo-4-methyl-1-oxoisoindolin-2-yl)-N-(3-methoxy-4-methylphenyl)cyclohexanecarboxamide BrC1=CC(=C2CN(C(C2=C1)=O)C1CCC(CC1)C(=O)NC1=CC(=C(C=C1)C)OC)C